1-(5-Chloro-4-(((S)-2-cyclopropyl-3,3-difluoro-7-methyl-6-oxo-1,2,3,4,6,7-hexahydro-[1,4]oxazepino[2,3-c]chinolin-10-yl)amino)pyrimidin-2-yl)piperidin-3-carbonitril ClC=1C(=NC(=NC1)N1CC(CCC1)C#N)NC1=CC=2C3=C(C(N(C2C=C1)C)=O)OCC([C@@H](N3)C3CC3)(F)F